Cl.FC1=C(C=C(C=C1)OC=1C=NC(=CC1)C)[C@H](C)N (S)-1-(2-fluoro-5-((6-methylpyridin-3-yl)oxy)phenyl)ethylamine hydrochloride